C(CCCC)OC(C=CC1=CC=CC=C1)=O Amylcinnamat